(2R)-dodecane-1,2-diol C([C@@H](CCCCCCCCCC)O)O